C(C)OC1=NC=CC=C1C=1C(=C(C(=O)NCCNC)C(=CC1)N1[C@@H](CN(CC1)C(C1=C(C=C(C=C1)OC)C(F)(F)F)=O)CC)F 3-(2-ethoxypyridin-3-yl)-6-[(2R)-2-ethyl-4-[4-methoxy-2-(trifluoromethyl)benzoyl]piperazin-1-yl]-2-fluoro-N-[2-(methylamino)ethyl]benzamide